(2S,3S,4R,5R)-2-fluoro-2-(hydroxymethyl)-5-(6-(methylthio)-9H-purin-9-yl)tetrahydrofuran-3,4-diol F[C@@]1(O[C@H]([C@@H]([C@@H]1O)O)N1C2=NC=NC(=C2N=C1)SC)CO